1-(2-(indol-1-yl)benzo[d]oxazol-6-yl)-4-oxo-6-(4-(pyrrolidin-1-yl)phenyl)-1,4-dihydropyridine-3-carboxylic acid N1(C=CC2=CC=CC=C12)C=1OC2=C(N1)C=CC(=C2)N2C=C(C(C=C2C2=CC=C(C=C2)N2CCCC2)=O)C(=O)O